C(C)(=O)C=1CN2CCC3(C2CC1)C(NC1=CC=CC=C13)=O 6'-acetyl-2',3',8',8a'-tetrahydro-5'H-spiro[1H-indol-3,1'-indolizine]-2-one